FC=1C=C(C=C(C1)F)S(=O)(=O)NC=1C=C2C(=NN(C2=CC1)C1OCCCC1)I 3,5-difluoro-N-(3-iodo-1-(tetrahydro-2H-pyran-2-yl)-1H-indazol-5-yl)benzenesulfonamide